CC=1C=NC=C(C(=O)N)C1 5-methylnicotinamide